2,2'-dimethyl-2,2'-azobispropionitrile CC(C#N)(C)N=NC(C#N)(C)C